[Br-].[Br-].C(C(C)C)[Hf+2]CC(C)C diisobutyl-hafnium dibromide